C(C)(=O)N1C2CC(CC1CC2)N2N=CC(=C2)C=O 1-(8-acetyl-8-azabicyclo[3.2.1]octan-3-yl)pyrazole-4-carbaldehyde